COCOC1C(N(CC1)C=C)=O 3-(methoxymethoxy)-1-vinylpyrrolidin-2-one